ClC1=CC2=C(C=C(O2)C2=CN=C3SC(=NN32)OC)C(=C1)OCC=1N=C(SC1)C1=CC=CC=C1 (6-chloro-4-((2-phenylthiazol-4-yl)methoxy)benzofuran-2-yl)-2-methoxyimidazo[2,1-b][1,3,4]thiadiazole